Cl.ClC1=NC=CC(=C1)N1CC2([C@@H](C1)N)CCNCC2 (S)-2-(2-chloropyridin-4-yl)-2,8-diazaspiro[4.5]decan-4-amine hydrochloride